N4-amino-5-methylcytidine NNC1=NC(N([C@H]2[C@H](O)[C@H](O)[C@@H](CO)O2)C=C1C)=O